CN1N=CC(=C1C=1C=CC(=NC1)NC([C@H](C1CCC(CC1)C)NC(OC(C)(C)C)=O)=O)C(F)(F)F tert-butyl ((S)-2-((5-(1-methyl-4-(trifluoromethyl)-1H-pyrazol-5-yl)pyridin-2-yl)amino)-1-((1r,4S)-4-methylcyclohexyl)-2-oxoethyl)carbamate